1-(4-fluorobenzyl)-N-((3S,4S)-3-methylpiperidin-4-yl)cyclopropane-1-carboxamide FC1=CC=C(CC2(CC2)C(=O)N[C@@H]2[C@H](CNCC2)C)C=C1